3,5-dihydroxy-butoxybenzene OC(CCOC1=CC=CC(=C1)O)C